C(C)(C)(C)C1=C(C(=CC(=C1)O)C(C)(C)C)C1=C(C=C(C=C1C(C)(C)C)O)C(C)(C)C 2,2',6,6'-tetra-tert-butyl-4,4'-biphenyldiol